CN1N=CC(=C1)[C@@H](CC)CCCCCC1CC(C1)C#N (1S,3s)-3-(3-(1-methyl-1H-pyrazol-4-yl)oct-8-yl)cyclobutane-1-carbonitrile